FC=1C=C(C=CC1)[C@@]1([C@@H](C1)CO)C(=O)O (1r,2r)-1-(3-fluorophenyl)-2-(hydroxymethyl)cyclopropanecarboxylic acid